ClC=1C=CC(=C(C1)[C@@]1(C(NC2=C1N=C(O2)C(F)(F)F)=O)C)OC (6S)-6-(5-chloro-2-methoxyphenyl)-6-methyl-2-(trifluoromethyl)-4H-pyrrolo[3,2-d]oxazol-5(6H)-one